2-mesityl-5-(piperidin-1-yl)imidazo[1,5-a]pyridin-3-ylidenegold(I) chloride C1(=C(C(=CC(=C1)C)C)N1C(N2C(C=CC=C2N2CCCCC2)=C1)=[Au-2]Cl)C